C(C1=CC=CC=C1)OC1=C(C(=O)O)C=CC(=N1)Cl 2-(benzyloxy)-6-chloronicotinic acid